N-[4-(2,6-dimethylphenyl)-6-[(1R)-1-phenylethoxy]pyrimidin-2-yl]-1-methyl-pyrazole-4-sulfonamide CC1=C(C(=CC=C1)C)C1=NC(=NC(=C1)O[C@H](C)C1=CC=CC=C1)NS(=O)(=O)C=1C=NN(C1)C